(S)-7-ethoxy-1-(2-(5-fluoro-1H-indol-3-yl)ethyl)-6-methoxy-3,4-dihydroisoquinoline C(C)OC1=C(C=C2CCN=C(C2=C1)CCC1=CNC2=CC=C(C=C12)F)OC